6-(2-(1H-pyrazol-4-yl)ethoxy)-1-chloroisoquinoline N1N=CC(=C1)CCOC=1C=C2C=CN=C(C2=CC1)Cl